S(=O)=NC(=O)N Sulfinyl-urea